ClC=1C=C(C=CC1F)N1N=NC(=C1)COC1=C(C=C(C=C1)/C=C/C(=O)C1=C(C=C(C=C1OC)OC)O)OC (E)-3-[4-[[1-(3-Chloro-4-fluorophenyl)triazol-4-yl]methoxy]-3-methoxyphenyl]-1-(2-hydroxy-4,6-dimethoxyphenyl)prop-2-en-1-one